1-(3-bromo-4-methoxyphenyl)-2,2-difluoro-2-(phenylsulfonyl)-ethan-1-amine BrC=1C=C(C=CC1OC)C(C(S(=O)(=O)C1=CC=CC=C1)(F)F)N